1-(benzo[b]thiophen-2-yl)-2-(2-methoxyphenyl)prop-2-en-1-one S1C2=C(C=C1C(C(=C)C1=C(C=CC=C1)OC)=O)C=CC=C2